(R)-4-(3-(2,4-dichlorophenyl)-2,3-dihydrobenzo[b][1,4]dioxin-5-yl)piperidine-1-carboxylic acid tert-butyl ester C(C)(C)(C)OC(=O)N1CCC(CC1)C1=CC=CC=2OC[C@H](OC21)C2=C(C=C(C=C2)Cl)Cl